O=C1C=2N(CC3N1CCO3)C=C(C(C2)=O)C(=O)N 5,7-dioxo-2,3,5,7,11,11a-hexahydro[1,3]-oxazolo[3,2-a]pyrido[1,2-d]pyrazine-8-carboxamide